trifluoromethyltri-n-propoxysilane FC(F)(F)[Si](OCCC)(OCCC)OCCC